SC(CC(=O)O)(S)S.C(O)C(CC)(CO)CO trimethylolpropane trimercaptopropionate